CC=1C(=C2C=NNC2=CC1)N1CC2=CC=C(C=C2CC1)C1CN(C1)C(C=C)=O 1-(3-(2-(5-methyl-1H-indazol-4-yl)-1,2,3,4-tetrahydroisoquinolin-6-yl)azetidin-1-yl)prop-2-en-1-one